[O-]C1(NSNC1=O)[O-] dioxido-4-oxo-1,2,5-thiadiazolidin